ClC1=NC=CC2=C1CN(C2=O)C2=NC(=CC=C2)NC(CO)(C)C 4-chloro-2-(6-((1-hydroxy-2-methylprop-2-yl)amino)pyridin-2-yl)-2,3-dihydro-1H-pyrrolo[3,4-c]pyridin-1-one